C1(CCC(CC1)O)O 1,4-cyclohexandiol